(5-((5-fluoro-2'-isopropyl-[1,1'-biphenyl]-2-yl)oxy)pyrimidin-4-yl)-2,7-diazaspiro[4.4]nonane FC=1C=CC(=C(C1)C1=C(C=CC=C1)C(C)C)OC=1C(=NC=NC1)C1NCCC12CNCC2